The molecule is an optically active form of 2-hydroxytryptophan having L-configuration. It is a 2-hydroxytryptophan, a non-proteinogenic L-alpha-amino acid and a L-tryptophan derivative. C1=CC=C2C(=C1)C(=C(N2)O)C[C@@H](C(=O)O)N